N1=CC=C(C=C1)C=1N=C(C2=C(N1)C=NC=C2)N2CCC1(CCN(C1)C1CC(C1)C#N)CC2 3-(8-(2-(pyridin-4-yl)pyrido[3,4-d]pyrimidin-4-yl)-2,8-diazaspiro[4.5]decan-2-yl)cyclobutanecarbonitrile